CN(C)C=NC(C1=CC=C(C=C1)OC)=O N-((dimethylamino)methylene)-4-methoxybenzamide